NCC#CC=1C(=C(C=CC1F)NC1C(NC(CC1)=O)=O)F 3-((3-(3-aminoprop-1-yn-1-yl)-2,4-difluorophenyl)amino)piperidine-2,6-dione